[N+](=O)([O-])[O-].C(CCCCCC)[NH2+]CCCCCCCCCCCC heptyl-dodecyl-ammonium nitrate